(R)-tert-Butyl 3-((S)-2-amino-3-methoxy-N-methylpropanamido)-3-(4-chlorobenzyl)piperidine-1-carboxylate N[C@H](C(=O)N(C)[C@@]1(CN(CCC1)C(=O)OC(C)(C)C)CC1=CC=C(C=C1)Cl)COC